4-(2,2-dioxido-3,4-dihydropyrido[2,1-c][1,2,4]thiadiazin-9-yl)-N,N-diethylbenzamide O=S1(N=C2N(CC1)C=CC=C2C2=CC=C(C(=O)N(CC)CC)C=C2)=O